CC1=CCC(CC1=O)C(=C)C 6,8-p-Menthadien-2-one